CC1=C(C=CC(=C1C=1C=C2C(=NC1)NC(=C2)C2=NC=C(N=C2)C)C)O 2,4-dimethyl-3-(2-(5-methylpyrazin-2-yl)-1H-pyrrolo[2,3-b]pyridin-5-yl)phenol